[K].O.O.S(=O)(=O)=C1CC=C(C=C1)P(C1=CC=CC=C1)C1=CCC(C=C1)=S(=O)=O bis(p-sulfonylphenyl)phenylphosphine dihydrate potassium salt